C(C)(C)(C)OC(=O)N1CC(CC1)SC1=NON=C1C1=NOC(N1C1=CC(=C(C=C1)F)Br)=O 3-((4-(4-(3-bromo-4-fluorophenyl)-5-oxo-4,5-dihydro-1,2,4-oxadiazol-3-yl)-1,2,5-oxadiazol-3-yl)thio)pyrrolidine-1-carboxylic acid tert-butyl ester